Cl.NC(C(=O)N1CCN(CC1)C(=O)NC1=NC(N(C=C1)C1=CC=C(C=C1)CCN1CC2(CC2CC1)N)=O)(C)C 4-(2-Amino-2-methylpropanoyl)-N-(1-(4-(2-(1-amino-3-azabicyclo[4.1.0]heptan-3-yl)ethyl)phenyl)-2-oxo-1,2-dihydropyrimidin-4-yl)piperazine-1-carboxamide Hydrochloride Salt